trimethylsilyl-propynyl phosphate P(=O)(OC#CC[Si](C)(C)C)([O-])[O-]